4-(9H-carbazol-9-yl)phenylboronic acid pinacol ester C1=CC=CC=2C3=CC=CC=C3N(C12)C1=CC=C(C=C1)B1OC(C)(C)C(C)(C)O1